N-(3-methyl-butyl)-3-[4-(3-methoxybenzamido)-phenylamino]-benzamide CC(CCNC(C1=CC(=CC=C1)NC1=CC=C(C=C1)NC(C1=CC(=CC=C1)OC)=O)=O)C